NCC=1C=CC(=NC1)C1=CC2=C(N=C3N2[C@H]2C4=C(C(N([C@@H]3C2)C([2H])([2H])[2H])=O)C=CC=C4C#C)C=C1 (7R,14R)-11-(5-(aminomethyl)pyridin-2-yl)-1-ethynyl-6-(methyl-d3)-6,7-dihydro-7,14-methanobenzo[f]benzo[4,5]imidazo[1,2-a][1,4]diazocin-5(14H)-one